COCC=1C=CC=NC1 5-(methoxymethyl)pyridin